bis(isopropylcyclopentadienyl)tungsten (IV) dihydride C(C)(C)C1(C=CC=C1)[WH2]C1(C=CC=C1)C(C)C